C1(=CC=CC=C1)NC=1C=2N=CN([C@]3([C@H](O)[C@H](O)[C@@H](CSCC[C@H](N)C(=O)O)O3)CCC)C2N=CN1 S-(N-Phenyl-propyladenosyl)-L-homocystein